1-tert-butyl 2-methyl (2R)-4-(trifluoromethanesulfonyloxy)-2,3-dihydropyrrole-1,2-dicarboxylate FC(S(=O)(=O)OC=1C[C@@H](N(C1)C(=O)OC(C)(C)C)C(=O)OC)(F)F